4-(4-(4-(dimethoxymethyl)piperidin-1-yl)phenyl)-3-(4-fluorophenyl)isochroman-7-ol COC(C1CCN(CC1)C1=CC=C(C=C1)C1C(OCC2=CC(=CC=C12)O)C1=CC=C(C=C1)F)OC